C1=CC=C(C=C1)OC2=C(C(=C(C(=C2)N)N)N)N tetraamino diphenyl ether